C(C)(C)(C)OC(=O)N1[C@@H](C[C@H](C1)F)C(N[C@H](C#C)CC(=O)N)=O (2S,4R)-4-fluoro-2-[[(1S)-1-(2-amino-2-oxo-ethyl)prop-2-ynyl]carbamoyl]pyrrolidine-1-carboxylic acid tert-butyl ester